N-[2,2-dimethyl-6-[[(2S)-5-oxopyrrolidin-2-yl]methoxy]-3H-benzofuran-5-yl]pyrazolo[1,5-a]pyrimidine-3-carboxamide CC1(OC2=C(C1)C=C(C(=C2)OC[C@H]2NC(CC2)=O)NC(=O)C=2C=NN1C2N=CC=C1)C